ethyl 3-(4-(morpholinosulfonyl) phenyl)-acrylate O1CCN(CC1)S(=O)(=O)C1=CC=C(C=C1)C=CC(=O)OCC